BrC=1C=2N(C=C(C1)OC)N=CC2C(=O)OCC ethyl 4-bromo-6-methoxypyrazolo[1,5-a]pyridine-3-carboxylate